ClC=1C=C(C=CC1Cl)C=1N=C(SC1SCCC)N1N=C(C(=C1C(=O)OC)CC1=C(C=CC=C1)[N+](=O)[O-])C methyl 1-(4-(3,4-dichlorophenyl)-5-(propylthio)thiazol-2-yl)-3-methyl-4-(2-nitrobenzyl)-1H-pyrazole-5-carboxylate